3-phenyl-1-(4-bromo-3-methylphenyl)-3,4-dihydro-1H-benzopyrano[4,3-d]pyrimidine C1(=CC=CC=C1)N1CN(C2=C(C1)COC1=C2C=CC=C1)C1=CC(=C(C=C1)Br)C